C(N)(=O)CC(C)CCC[C@@H](C)[C@H]1CC[C@H]2[C@@H]3CC=C4C[C@@H](O)CC[C@]4(C)[C@H]3CC[C@]12C Carbamoyl-cholesterol